[Br].NCCCC=1NC=CN1 aminopropyl-imidazole bromine salt